3-oxo-3-phenyl-propanal O=C(CC=O)C1=CC=CC=C1